[OH-].C[N+]1(CC(CC(C1)C)C)C 1,1-dimethyl-3,5-dimethylpiperidinium hydroxide